3-(((R)-7-((2s,4R)-4-(((5-fluoropyridin-2-yl)methyl)amino)-2-phenylpiperidine-1-carbonyl)-7-azaspiro[4.5]dec-10-yl)methyl)-6-phenylpyrimidin-4(3H)-one FC=1C=CC(=NC1)CN[C@H]1C[C@H](N(CC1)C(=O)N1CC2(CCCC2)[C@@H](CC1)CN1C=NC(=CC1=O)C1=CC=CC=C1)C1=CC=CC=C1